4-(2-(trifluoromethoxy)phenyl)-5,6-dihydropyridine-1(2H)-carboxylic acid tert-butyl ester C(C)(C)(C)OC(=O)N1CC=C(CC1)C1=C(C=CC=C1)OC(F)(F)F